3H-pyrido[3,2-f][1,4]oxazepin-5-one O1CCNC(C2=C1N=CC=C2)=O